methyl 4-[4-(3-aminopropanamido)-1-(2,2,2-trifluoroethyl) imidazole-2-amido]-1-methylpyrrole-2-carboxylate NCCC(=O)NC=1N=C(N(C1)CC(F)(F)F)C(=O)NC=1C=C(N(C1)C)C(=O)OC